O=C1NC(C2(CC2)C1)(C(=O)OCC)C(=O)OCC diethyl 6-oxo-5-azaspiro[2.4]heptane-4,4-dicarboxylate